(S)-2-(3-(5-(4,6-dimethylpyrimidin-2-yl)-4-methylthiazol-2-yl)ureido)propanamide CC1=NC(=NC(=C1)C)C1=C(N=C(S1)NC(N[C@H](C(=O)N)C)=O)C